ClC1=NC=C(C(=C1)NC(CCO)(C)C)C1=NN(C=C1)C(F)F 3-((2-Chloro-5-(1-(difluoromethyl)-1H-pyrazol-3-yl)pyridin-4-yl)amino)-3-methylbutan-1-ol